2-(2-Methoxy-ethyl)-2H-pyrazole-3-carboxylic acid COCCN1N=CC=C1C(=O)O